Isopropyl 2-amino-4-(3,4-dimethoxyphenyl)thiophene-3-carboxylate NC=1SC=C(C1C(=O)OC(C)C)C1=CC(=C(C=C1)OC)OC